OC(C(=O)O)CC=O hydroxy-4-oxobutanoic acid